ClC1=CC(=C(C=C1)CC(=O)O)[N+](=O)[O-] 2-(4-chloro-2-nitrophenyl)acetic acid